C(C)(=O)[O-].C(C)(=O)[O-].C(CCCCC)[Sn+2]CCCCCC dihexyl-tin diacetate